1-(3,4,5-trimethoxyphenyl)-1H-imidazol COC=1C=C(C=C(C1OC)OC)N1C=NC=C1